(3R,4S)-3-hydroxy-1-(4-methoxyphenyl)-4-(2-methylprop-1-en-1-yl)azetidin-2-one O[C@H]1C(N([C@H]1C=C(C)C)C1=CC=C(C=C1)OC)=O